[Cl-].C(C=C)C1=NC=CC=C1 allyl-pyridine chloride salt